2-(Methylamino)-3-Phenylpropan-1-ol CNC(CO)CC1=CC=CC=C1